OC1=C(C=CC=C1)C=1N=C(N2C1CCCC2)C2=C(C=CC(=C2)C)O 2-(1-(2-hydroxyphenyl)-5,6,7,8-tetrahydroimidazo[1,5-a]pyridin-3-yl)-4-methylphenol